NC(C(CCC(=O)OC(C)(C)C)N1C(C2=CC=C(C=C2C1)Br)=O)=O tert-butyl 5-amino-4-[(2S)-5-bromo-1-oxo-isoindolin-2-yl]-5-oxo-pentanoate